2,4,6-trifluoro-1-nitrobenzene FC1=C(C(=CC(=C1)F)F)[N+](=O)[O-]